tert-Butyl (4S)-2,2-dimethyl-4-(3-methylsulfonyloxypropyl)pyrrolidine-1-carboxylate CC1(N(C[C@H](C1)CCCOS(=O)(=O)C)C(=O)OC(C)(C)C)C